C(N)(=O)N[C@@H](CC(=O)O)C(=O)O N-CARBAMOYL-ASPARTIC ACID